bis(trichloromethyl)-sym-triazine ClC(Cl)(Cl)C1=NC(=NC=N1)C(Cl)(Cl)Cl